FC(C(=O)O)(F)F.FC1CN=C(NC1)NC1=C2C=NNC2=CC(=C1)C(=O)NCC(=O)N[C@@H](CC(=O)OC)C1=C(C=CC(=C1)OC(F)(F)F)F methyl (3S)-3-(2-(4-((5-fluoro-1,4,5,6-tetrahydropyrimidin-2-yl)amino)-1H-indazole-6-carboxamido)acetamido)-3-(2-fluoro-5-(trifluoromethoxy)phenyl)propanoate trifluoroacetate